CNCC1=NC(=CC(=C1)C=1N=C(C(=NC1)N)OC=1C=NN(C1)C1CCN(CC1)C)N1[C@@H](CCC1)C (R)-5-(2-((methylamino)methyl)-6-(2-methylpyrrolidin-1-yl)pyridin-4-yl)-3-((1-(1-methylpiperidin-4-yl)-1H-pyrazol-4-yl)oxy)pyrazin-2-amine